C(CC(C)C)OC(C(=O)OCCC(C)C)=O Oxalic acid diisoamyl ester